tert-butyl-N-[4-[5-[[4-methyl-6-(methylamino)pyrimidin-2-yl]amino]-2,3-dihydrobenzofuran-7-yl]cyclohexyl]carbamate C(C)(C)(C)OC(NC1CCC(CC1)C1=CC(=CC=2CCOC21)NC2=NC(=CC(=N2)C)NC)=O